C[C@@H]1N(CCC(C1)C(=O)OC)C(=O)OC(C)(C)C 1-(tert-butyl) 4-methyl (2S)-2-methylpiperidine-1,4-dicarboxylate